2-Cyclohexyl-6,6-dimethyl-3a,6,7,12b-tetrahydro-1H,5H-pyrazolo[1,2-a]pyrrolo[3,4-c]cinnoline-1,3,5(2H)-trione C1(CCCCC1)N1C(C2N3N(C=4C=CC=CC4C2C1=O)CC(C3=O)(C)C)=O